FC(CN1N=CC=2C1=NC(=CN2)N2CC1CC(C2)C12CN(C(C2)=O)C2=CC(=C(C=C2)F)C(F)(F)F)F 3-(1-(2,2-difluoroethyl)-1H-pyrazolo[3,4-b]pyrazin-6-yl)-1'-(4-fluoro-3-(trifluoromethyl)phenyl)-3-azaspiro[bicyclo[3.1.1]heptane-6,3'-pyrrolidin]-5'-one